ClC1=CC(=C(C=C1)C1OC2=C(O1)C=CC=C2C2=CC(=C(C=C2)CC2=NC1=C(N2C[C@H]2OCC2)C=C(C=C1)C(=O)O)F)F 2-({4-[2-(4-chloro-2-fluorophenyl)-2H-1,3-benzodioxol-4-yl]-2-fluorophenyl}methyl)-1-{[(2S)-oxetan-2-yl]methyl}-1H-1,3-benzodiazole-6-carboxylic acid